CC1C(C1(C(=O)N)C(=O)N)C dimethylcyclopropane-1,1-dicarboxamide